C(C1=CC=CC=C1)OCN1C(N(C=C(C1=O)C)[C@@H]1O[C@](C(OC1O)O)(CO[Si](C(C)C)(C(C)C)C(C)C)COC(C1=CC=CC=C1)(C1=CC=C(C=C1)OC)C1=CC=C(C=C1)OC)=O 3-(benzyloxymethyl)-1-[(2R,6S)-6-[[bis(4-methoxyphenyl)-phenyl-methoxy]methyl]-3,5-dihydroxy-6-(triisopropylsilyloxymethyl)-1,4-dioxane-2-yl]-5-methyl-pyrimidine-2,4-dione